6-amino-N-[(1S,2S)-2-({4-[3,3-dimethyl-1-(4-methylpiperazin-1-yl)-2,3-dihydro-1H-inden-5-yl]phenyl}methoxy)cyclopentyl]-2'-fluoro[3,3'-bipyridine]-5-carboxamide NC1=C(C=C(C=N1)C=1C(=NC=CC1)F)C(=O)N[C@@H]1[C@H](CCC1)OCC1=CC=C(C=C1)C=1C=C2C(CC(C2=CC1)N1CCN(CC1)C)(C)C